2-(1-tert-butoxycarbonyl-3,6-dihydro-2H-pyridin-5-yl)-7-(6-ethyl-2-methyl-3-pyridyl)-1-isobutyl-indole-5-carboxylic acid C(C)(C)(C)OC(=O)N1CCC=C(C1)C=1N(C2=C(C=C(C=C2C1)C(=O)O)C=1C(=NC(=CC1)CC)C)CC(C)C